CC1=CC=C(C=C1)C1=CC=C(C=C1)C1(CCC(CC1)C=C)O 1-(4'-methylbiphenyl-4-yl)-4-vinyl-cyclohexanol